[N-]=C=O.P([O-])([O-])([O-])=S.C1(=CC=CC=C1)P(C1=CC=CC=C1)C1=CC=CC=C1 Triphenylphosphine phosphorothioate isocyanate